(2S,4S,5R)-5-(2-chlorophenyl)-1-(2'-methoxy-[1,1'-biphenyl]-4-carbonyl)-4-(methoxymethyl)pyrrolidine-2-carboxylic acid ClC1=C(C=CC=C1)[C@H]1[C@H](C[C@H](N1C(=O)C1=CC=C(C=C1)C1=C(C=CC=C1)OC)C(=O)O)COC